P(F)(F)OC(COC(CC(F)(F)F)(F)F)COC(CC(F)(F)F)(F)F 1,3-bis(pentafluoropropoxy)-2-propanol difluorophosphite